C(C)(C)(C)OC(=O)N1CC(C1)N.C(C)(C)(C)C1=NC(=NO1)C1=CC=C(C=C1)C(=O)N1CC2(C1)CC(C2)N2N=C1CCCCC1=C2 [4-(5-tert-butyl-1,2,4-oxadiazol-3-yl)phenyl]-[6-(4,5,6,7-tetrahydroindazol-2-yl)-2-azaspiro[3.3]heptan-2-yl]methanone tertbutyl-3-aminoazetidine-1-carboxylate